2-[(4-{[(1S,2R,4R)-4-({[4-(5,6-dimethoxypyridazin-3-yl)phenyl]methyl}amino)-2-hydroxycyclopentyl](methyl)amino}pyrimidin-5-yl)oxy]-5-fluoro-N,N-di(propan-2-yl)benzamide COC=1C=C(N=NC1OC)C1=CC=C(C=C1)CN[C@H]1C[C@H]([C@H](C1)N(C1=NC=NC=C1OC1=C(C(=O)N(C(C)C)C(C)C)C=C(C=C1)F)C)O